Thiodipropanoate S(CCC(=O)[O-])CCC(=O)[O-]